tellurium dioctanoate didecanoate C(CCCCCCCCC)(=O)[O-].C(CCCCCCCCC)(=O)[O-].C(CCCCCCC)(=O)[O-].C(CCCCCCC)(=O)[O-].[Te+4]